C(C)(C)(C)OC(CC=1C=CC(=C(C(=O)O)C1)OC)=O 5-(2-(tert-butoxy)-2-oxoethyl)-2-methoxybenzoic acid